C(C)(C)(C)N=C(N(C)C)N(C)C 2-tert-Butyl-1,1,3,3-tetramethylguanidine